4-Chloro-Biphenyl ClC1=CC=C(C=C1)C1=CC=CC=C1